NC1=C(C=CC(=C1)N)OCCO 2,4-diamino-1-(2-hydroxyethoxy)-benzene